NC1=NC=C(C=C1C1=NC=C(C=C1)C(N(C)C)=O)C1=C2C(=NC=C1)NC(=C2)C(=O)NCCN 4-(2'-amino-5-(dimethylcarbamoyl)-[2,3'-bipyridyl]-5'-yl)-N-(2-aminoethyl)-1H-pyrrolo[2,3-b]pyridine-2-carboxamide